N(=NC(C(=O)O)(CC)C)C(C(=O)O)(CC)C azobis(methyl-isobutyric acid)